ClC/C(/N)=N/OC(C1=CC(=C(C=C1)F)CC)=O (Z)-2-chloro-N'-((3-ethyl-4-fluorobenzoyl)oxy)acetimidamide